9-fluoro-8-methoxy-2-oxo-3,4-dihydropyrazino[2,3-c]quinoline FC1=CC=2C3=C(C=NC2C=C1OC)NCC(N3)=O